C(C)(C)(C)OC(NC1=C(C2=C(S1)C=CC(=C2C2=C(C=C1C(=NC(=NC1=C2F)F)N2CCOC[C@@](C2)(C)O[Si](C)(C)C(C)(C)C)C#N)F)C#N)=O (4-(4-((S)-6-((tert-butyldimethylsilyl)oxy)-6-methyl-1,4-oxazepan-4-yl)-6-cyano-2,8-difluoroquinazolin-7-yl)-3-cyano-5-fluorobenzo[b]thiophene-2-yl)carbamic acid tert-butyl ester